(R)-(1'-(9-iodo-7-(4-methoxybenzyl)-7H-imidazo[1,2-c]pyrazolo[4,3-e]pyrimidin-5-yl)-3H-spiro[benzofuran-2,4'-piperidin]-3-yl)carbamic acid tert-butyl ester C(C)(C)(C)OC(N[C@@H]1C2=C(OC13CCN(CC3)C3=NC1=C(C=4N3C=CN4)C(=NN1CC1=CC=C(C=C1)OC)I)C=CC=C2)=O